1-N'-[6-(6-carbamoyl-7-methoxyquinolin-4-yl)oxypyridin-3-yl]-1-N-(4-fluorophenyl)-cyclopropane-1,1-dicarboxamide C(N)(=O)C=1C=C2C(=CC=NC2=CC1OC)OC1=CC=C(C=N1)NC(=O)C1(CC1)C(=O)NC1=CC=C(C=C1)F